C(C)(C)(C)N(C(O)=O)C=1N=NC(=CC1)/C=C\1/C(NCC1)=O.NC1=CC=C(OC2=CC=C(C=C2)OC2=CC=C(C=C2)N)C=C1 1,4-bis-(4-aminophenoxy)benzene tert-butyl-(E)-(6-((2-oxopyrrolidin-3-ylidene)methyl)pyridazin-3-yl)carbamate